methyl 5-chloro-2-methoxy-3-(pyridin-3-yl)benzoate ClC=1C=C(C(=C(C(=O)OC)C1)OC)C=1C=NC=CC1